3,4-dihydroquinoline-1(2H)-carboxylic acid tert-butyl ester C(C)(C)(C)OC(=O)N1CCCC2=CC=CC=C12